tert-butyl 4-((7-(1H-pyrazol-4-yl)-4H-chromeno[3,4-d]thiazol-2-yl) (methyl) amino)-2,2-dimethylpiperidine-1-carboxylate N1N=CC(=C1)C=1C=CC2=C(C1)OCC=1N=C(SC12)N(C1CC(N(CC1)C(=O)OC(C)(C)C)(C)C)C